C(C)(C)(C)OC(N(C)C1CN(C1)CC1=C(C=C(C=C1)Br)OC)=O [1-(4-Bromo-2-methoxy-benzyl)-azetidin-3-yl]-methyl-carbamic acid tert-butyl ester